N1=CNC=2C1=C1CCCNC1=CC2 3,7,8,9-tetrahydro-6H-imidazo[4,5-f]quinoline